C1(=C(C=CC=C1)C1=C(C2=C(SC3=C2C=CC=C3)C=C1)C1=CC=CC=C1)C1=CC=CC=C1 [(biphenylyl)dibenzothiophenyl]benzene